CC1=C(C(=O)NC2(CC2)C2=C3C=CC=NC3=CC(=C2)N2CCOCC2)C=C(C=C1)OCC1N(CC1)C 2-Methyl-5-((1-methylazetidin-2-yl)methoxy)-N-(1-(7-morpholinoquinolin-5-yl)cyclopropyl)benzamide